ClC=1C=C(CN2N=NC(=C2)C(=O)NS(=O)(=O)C2=C(C=CC=C2)F)C=C(C1)Cl 1-(3,5-dichlorobenzyl)-N-((2-fluorophenyl)sulfonyl)-1H-1,2,3-triazole-4-carboxamide